(3S)-2-(2-cyclopentyl-2-hydroxy-2-phenylacetyl)-N-((S)-4-hydroxy-3-oxo-1-((S)-2-oxopyrrolidin-3-yl)butan-2-yl)-2-azabicyclo[2.2.2]octane-3-carboxamide C1(CCCC1)C(C(=O)N1C2CCC([C@H]1C(=O)N[C@@H](C[C@H]1C(NCC1)=O)C(CO)=O)CC2)(C2=CC=CC=C2)O